CC1C(N(C2CC1C2)C(=O)C=2N=C(SC2C2=NC=CC=N2)C)CN {4-methyl-2-[2-methyl-5-(pyrimidin-2-yl)-1,3-thiazole-4-carbonyl]-2-azabicyclo[3.1.1]heptan-3-yl}methanamine